chloromethylethylene oxide ClCC1CO1